5-(tert-butoxymethyl)-bicyclo[2.2.1]Hept-2-ene C(C)(C)(C)OCC1C2C=CC(C1)C2